tert-Butyl 4-(4-fluorobenzyl)-3,4-dihydroquinoxaline-1(2H)-carboxylate FC1=CC=C(CN2CCN(C3=CC=CC=C23)C(=O)OC(C)(C)C)C=C1